2-(hydroxymethyl)-butyraldehyde OCC(C=O)CC